C(C)(=O)N[C@@H](CSSCCC(=O)ON1C(CCC1=O)=O)C(=O)O N-acetyl-S-((3-((2,5-dioxopyrrolidin-1-yl)oxy)-3-oxopropyl)thio)cysteine